N-(5-((6-((R)-3-(3-(2,5-difluorophenoxy)phenyl)isoxazolidin-2-yl)pyrimidin-4-yl)amino)-4-methoxy-2-((S)-2-methylmorpholino)-phenyl)acrylamide FC1=C(OC=2C=C(C=CC2)[C@@H]2N(OCC2)C2=CC(=NC=N2)NC=2C(=CC(=C(C2)NC(C=C)=O)N2C[C@@H](OCC2)C)OC)C=C(C=C1)F